OC=1C(N(C=CC1)CCC1=CC=CC=C1)C 3-hydroxy-2-methyl-1-phenethylpyridin